C(C1=CC=CC=C1)(=O)/C=C/C(=O)O trans-3-Benzoylacrylic acid